O1C(CCCC1)N1N=C(C2=NC(=CC=C21)OCCOCCOCCO)C=2C=NN(C2)COCC[Si](C)(C)C 2-[2-[2-[1-tetrahydropyran-2-yl-3-[1-(2-trimethylsilylethoxymethyl)pyrazol-4-yl]pyrazolo[4,3-b]pyridin-5-yl]oxyethoxy]ethoxy]ethanol